Methyl (1R,2R)-3-Oxo-2-(2Z)-2-pentenyl-cyclopentaneacetate O=C1[C@@H]([C@H](CC1)CC(=O)OC)C\C=C/CC